(R)-N'-((2'-methoxy-2-(trifluoromethyl)-[4,4'-bipyridin]-3-yl)carbamoyl)-6,6-dimethyl-6,7-dihydro-5H-pyrazolo[5,1-b][1,3]oxazine-3-sulfonimidamide COC1=NC=CC(=C1)C1=C(C(=NC=C1)C(F)(F)F)NC(=O)N=[S@](=O)(N)C=1C=NN2C1OCC(C2)(C)C